OCCCC(C(=O)N)C hydroxypropyl-propanamide